NC=1C(=CC2=CC3=C(OC(O3)(C3=CC=C(C=C3)C)C)C=C2C1)C(C)(C)O 2-(7-amino-2-methyl-2-(p-tolyl)-naphtho[2,3-d][1,3]dioxolan-6-yl)propan-2-ol